FC(CN1N=CC2=C1N=C(N(C2=O)CC)N2CC1(CC2)CN(CC1)C1=CC(=NC=C1)C(F)(F)F)F 1-(2,2-difluoroethyl)-5-ethyl-6-(7-(2-(trifluoromethyl)pyridin-4-yl)-2,7-diazaspiro[4.4]nonan-2-yl)-1,5-dihydro-4H-pyrazolo[3,4-d]pyrimidin-4-one